(S)-3-carboxy-4-hydroxyphenylglycine C(=O)(O)C=1C=C([C@H](N)C(=O)O)C=CC1O